C(=O)(OC(C)(C)C)NC1(CCCCC1)C=O 1-(Boc-amino)-1-formylcyclohexane